NC1=NC=C(C2=C1C(=NN2C)C2=CC(=C(C=C2)NS(=O)(=O)C(F)F)O[C@@H](C)C2=CC=C(C=C2)F)C=2C=NN(C2)C2CC(CC2)(F)F N-(4-{4-amino-7-[1-(3,3-difluorocyclopentyl)-1H-pyrazol-4-yl]-1-methyl-1H-pyrazolo[4,3-c]pyridin-3-yl}-2-[(1S)-1-(4-fluorophenyl)ethoxy]phenyl)-1,1-difluoromethanesulfonamide